7-Methyl-6-(2-methyl-5-nitrophenyl)-2-(methylsulfonyl)pyrido[3,4-d]pyrimidin-8(7H)-one CN1C(C=2N=C(N=CC2C=C1C1=C(C=CC(=C1)[N+](=O)[O-])C)S(=O)(=O)C)=O